FC1=C(C(=C(C(=C1F)F)F)F)[B-](C1=C(C(=C(C(=C1F)F)F)F)F)(C1=C(C(=C(C(=C1F)F)F)F)F)C1=C(C(=C(C(=C1F)F)F)F)F.C[NH+](C1=CC=CC=C1)CCCCCCCCCCCCCCCCCC N-methyl-N-octadecylanilinium tetrakis(perfluorophenyl)borate